OC=1C(=[O+]C2=CC(=CC(=C2C1)O)O)C1=CC2=C(OCO2)C(=C1)O 3,5,7-trihydroxy-2-(7-hydroxybenzo[d][1,3]dioxol-5-yl)chromenylium